benzyl 6-(2-chloroacetamido)-6-phenyl-4-azaspiro[2.5]octane-4-carboxylate ClCC(=O)NC1(CN(C2(CC2)CC1)C(=O)OCC1=CC=CC=C1)C1=CC=CC=C1